1-((R)-4-(5,6-difluoro-1-methyl-1H-indole-2-carbonyl)-2-methylpiperazin-1-yl)-2-((2R,5R)-2-((2-(2-(2-hydroxyethoxy)-ethoxy)ethoxy)methyl)-5-methylpiperazin-1-yl)ethan-1-one FC=1C=C2C=C(N(C2=CC1F)C)C(=O)N1C[C@H](N(CC1)C(CN1[C@H](CN[C@@H](C1)C)COCCOCCOCCO)=O)C